S1C(=CC2=C1C1=C(N2)C=CS1)C=O dithieno[3,2-b:2',3'-d]Pyrrole-2-carbaldehyde